C(C1=CC=CC=C1)SC1=NC=C(C=C1C)Br 2-(benzylthio)-5-bromo-3-methylpyridine